2,5-di-t-butyl-benzoquinone C(C)(C)(C)C=1C(C=C(C(C1)=O)C(C)(C)C)=O